1-pivaloylpseudouridine C(C(C)(C)C)(=O)N1C=C([C@H]2[C@H](O)[C@H](O)[C@@H](CO)O2)C(NC1=O)=O